tert-butyl 4-[3-(2,4-dioxohexahydropyrimidin-1-yl)imidazo[1,2-a]pyridin-8-yl]piperidine-1-carboxylate O=C1N(CCC(N1)=O)C1=CN=C2N1C=CC=C2C2CCN(CC2)C(=O)OC(C)(C)C